BrC1=CC=C(C=C1)CC=C 3-(4-bromophenyl)-1-propene